C(C)(C)(C)OC(=O)N1[C@H](CC1)CNC1=C(C=CC(=C1)C(=O)OC)N (R)-2-(((2-amino-5-(methoxycarbonyl)phenyl)amino)methyl)azetidine-1-carboxylic acid tert-butyl ester